1,3,5-trimethylolphloroglucinol C(O)C1(O)CC(O)(CC(O)(C1)CO)CO